CC1=CC=CC2=CC=CC=C12 1-Methylnaphthalin